(alphaS)-2-chloro-alpha-[[2-(2-thienyl)ethyl]amino]phenylacetic acid methyl ester COC([C@@H](NCCC=1SC=CC1)C1=C(C=CC=C1)Cl)=O